(2S,3R,4R,5R)-5-methyltetrahydrofuran-2,3,4-triyl triacetate C(C)(=O)O[C@@H]1O[C@@H]([C@H]([C@H]1OC(C)=O)OC(C)=O)C